(3R,4R)-4-{[5-(2,4-difluoro-phenyl)-isoxazole-3-carbonyl]-amino}-(1R)-1-(2,2-dimethyl-cyclobutyl)-piperidine-3-carboxylic acid dimethylamide CN(C(=O)[C@@H]1CN(CC[C@H]1NC(=O)C1=NOC(=C1)C1=C(C=C(C=C1)F)F)[C@H]1C(CC1)(C)C)C